C1(=CC=CC=C1)P(C(C1=C(C=C(C=C1C)C)C)=O)C(C1=C(C=C(C=C1C)C)C)=O phenyl-bis(2,4,6-trimethylbenzoyl)phosphorus